FC(C1=CC(=NC=C1)N1CCN(CC1)S(=O)(=O)CCC(=O)N)(F)F 3-((4-(4-(trifluoromethyl)pyridin-2-yl)piperazin-1-yl)sulfonyl)propanamide